CC1(C2=CC=CC=C2N(C=2C=CC=CC12)C=1C=CC=2C(C3=CC=CC=C3OC2C1)=O)C 3-(9,9-dimethyl-9H-acridin-10-yl)-9H-xanthene-9-one